5-Acetylisoindoline-2-carboxylic acid tert-butyl ester C(C)(C)(C)OC(=O)N1CC2=CC=C(C=C2C1)C(C)=O